FC=1C=CC=C2C=C(NC(C12)=O)CCC(=O)N1CCC(=CC1)C1=NC=C(C=C1)C#N 1'-(3-(8-fluoro-1-oxo-1,2-dihydroisoquinolin-3-yl)propanoyl)-1',2',3',6'-tetrahydro-[2,4'-bipyridine]-5-carbonitrile